ClC1=CC=C(C=C1)N(C(=O)C1=CN=C(O1)C1=CC=C(C=C1)Cl)C N,2-bis(4-chlorophenyl)-N-methyloxazole-5-carboxamide